(R)-N-(2-chloro-3-((3,5-dimethyl-4-oxo-3,4-dihydroquinazolin-6-yl)amino)-4,5-difluorophenyl)-3-methoxypyrrolidine-1-sulfonamide ClC1=C(C=C(C(=C1NC=1C(=C2C(N(C=NC2=CC1)C)=O)C)F)F)NS(=O)(=O)N1C[C@@H](CC1)OC